C(#N)C1(CC1)C1=NC(=CC(=C1)C(=O)NC(C)C1=NC=CN=C1C1=NC=C(C=N1)C)C(F)(F)F 2-(1-cyanocyclopropyl)-N-[1-[3-(5-methylpyrimidin-2-yl)pyrazin-2-yl]ethyl]-6-(trifluoromethyl)pyridine-4-carboxamide